N-(6-(5-chloro-7-cyclopentyl-6-fluoro-1H-indazol-4-yl)imidazo[1,2-a]pyrazin-2-yl)-2-fluorocyclopropane-1-carboxamide ClC=1C(=C2C=NNC2=C(C1F)C1CCCC1)C=1N=CC=2N(C1)C=C(N2)NC(=O)C2C(C2)F